ClC1=CC(=C(N=N1)N)C#C[Si](C)(C)C 6-Chloro-4-[2-(trimethylsilyl)ethynyl]pyridazin-3-amine